N,N-dihydroxyl-(diisopropyl)aniline ON(C1=C(C(=CC=C1)C(C)C)C(C)C)O